tert-butyl 2-[4-(trimethylsilyl)buta-1,3-diyn-1-yl]piperidine-1-carboxylate C[Si](C#CC#CC1N(CCCC1)C(=O)OC(C)(C)C)(C)C